tert-butyl ((5-((R)-1-((2S,4R)-4-((2-azidoethoxy)methyl)-1-((9,9-difluoro-9H-fluorene-3-carbonyl)glycyl)-4-fluoropyrrolidine-2-carboxamido)ethyl)thiophen-3-yl)(imino)methyl)carbamate N(=[N+]=[N-])CCOC[C@]1(C[C@H](N(C1)C(CNC(=O)C=1C=CC=2C(C3=CC=CC=C3C2C1)(F)F)=O)C(=O)N[C@H](C)C1=CC(=CS1)C(=N)NC(OC(C)(C)C)=O)F